1-(6,7-dihydro-5H-benzo[6,7]cyclohepta[1,2-c]pyridazin-3-yl)-N3-(6-(3-diethylaminopyrrolidin-1-yl)pyridin-3-yl)-1H-1,2,4-triazole-3,5-diamine N1=NC(=CC2=C1C1=C(CCC2)C=CC=C1)N1N=C(N=C1N)NC=1C=NC(=CC1)N1CC(CC1)N(CC)CC